N1=C(NC2=C1C=CC=C2)CC(=O)OCCCC n-butyl 2-benzimidazole-acetate